C(C=C(C)C)C=1OC=2C=C(C=C(C2C(C1C1=CC=C(O)C=C1)=O)O)O prenyl-genistein